(S)-4-(cyclopropylethynyl)-7-(hydroxymethyl)-3-methyl-4-(trifluoromethyl)-3,4-dihydro-quinazolin-2(1H)-one C1(CC1)C#C[C@@]1(N(C(NC2=CC(=CC=C12)CO)=O)C)C(F)(F)F